ClC=1C2=CN(N=C2C=CC1C1=CNC=2N=C(N(C(C21)=O)C)N2[C@H]1[C@@H](C[C@@H]2CC1)NC)CC 5-(4-chloro-2-ethyl-2H-indazol-5-yl)-3-methyl-2-((1R,2R,4S)-2-(methylamino)-7-azabicyclo[2.2.1]heptan-7-yl)-3,7-dihydro-4H-pyrrolo[2,3-d]pyrimidin-4-one